BrC=1C(=CC(=NC1)OC[C@H](C)NS(=O)(=O)C(F)(F)F)C(=O)NCC(F)(F)F 5-bromo-N-(2,2,2-trifluoroethyl)-2-[(2S)-2-(trifluoromethylsulfonylamino)propoxy]pyridine-4-carboxamide